2-(1-(Cyclopropylsulfonyl)-1H-pyrazol-4-yl)-N-(4-(4-((2-fluoroethyl)amino)piperidin-1-yl)-5-((1-methyl-1H-pyrazol-4-yl)ethynyl)pyridin-2-yl)pyrimidin-4-amine C1(CC1)S(=O)(=O)N1N=CC(=C1)C1=NC=CC(=N1)NC1=NC=C(C(=C1)N1CCC(CC1)NCCF)C#CC=1C=NN(C1)C